C[C@@H]1CC2=NN3C(C(NCCC3)=S)=C2CN1C(=O)OC(C)(C)C (R)-tert-Butyl 3-methyl-11-thioxo-3,4,8,9,10,11-hexahydro-1H-pyrido[4',3':3,4]-pyrazolo[1,5-a][1,4]diazepine-2(7H)-carboxylate